butyl (endo)-5-((7-bromo-2-chloro-8-fluoro-6-iodo-3-nitroquinolin-4-yl)amino)-2-azabicyclo[2.1.1]hexane-2-carboxylate BrC1=C(C=C2C(=C(C(=NC2=C1F)Cl)[N+](=O)[O-])NC1C2CN(C1C2)C(=O)OCCCC)I